3-(4-amino-1,2,5-oxadiazol-3-yl)-4-(3-ethynyl-4-fluorophenyl)-1,2,4-oxadiazol NC=1C(=NON1)C1=NOCN1C1=CC(=C(C=C1)F)C#C